R-(+)-2-(4-bromophenoxy)propionic acid BrC1=CC=C(O[C@@H](C(=O)O)C)C=C1